C(C)(=O)C1=CC=C(C2=CC=CC=C12)C(=O)O 4-Acetyl-1-naphthoic acid